ClCC=1N=C(OC1)[C@@]1(C[C@H](CC1)NS(=O)(=O)C)CC=1C=C(C(=CC1)F)C1=C(C(=CC=C1)F)O N-((1S,3R)-3-(4-(chloromethyl)oxazol-2-yl)-3-((3',6-difluoro-2'-hydroxy-[1,1'-biphenyl]-3-yl)methyl)cyclopentyl)methanesulfonamide